(rac)-1-Methyl-6-[4-(2-methylsulfanylethoxymethyl)-1-tetrahydropyran-2-yl-pyrazol-3-yl]-3,4-dihydroquinolin-2-one CN1C(CCC2=CC(=CC=C12)C1=NN(C=C1COCCSC)[C@@H]1OCCCC1)=O |r|